3-aminoethyl-3-(but-3-ynyl)biaziridine NCCC1(CN1N1CC1)CCC#C